2'-(2-Chloro-5-fluoropyrimidin-4-yl)-5'-methyl-3'-(trifluoromethyl)spiro[cyclopropane-1,6'-thieno[2,3-c]pyrrol]-4'(5'H)-one ClC1=NC=C(C(=N1)C1=C(C2=C(C3(N(C2=O)C)CC3)S1)C(F)(F)F)F